C(#N)C1=CC(=CC=2N=C(OC21)C=2C(=C(C=CC2)C2=C(C(=CC=C2)NC=2N=CC=C1C=C(C=NC21)CN2CCCC2)C)C)CN2C[C@@H](CC2)O (R)-1-((8-(3'-(7-Cyano-5-(((R)-3-hydroxypyrrolidin-1-yl)methyl)benzo[d]oxazol-2-yl)-2,2'-dimethylbiphenyl-3-ylamino)-1,7-naphthyridin-3-yl)methyl)pyrrolidin